6-(Cyclopropanecarboxamido)-4-((1-ethyl-7-methoxy-2-oxoindolin-6-yl)amino)-N-methylnicotinamide C1(CC1)C(=O)NC1=NC=C(C(=O)NC)C(=C1)NC1=CC=C2CC(N(C2=C1OC)CC)=O